C(C)(=O)OCC(=O)N[C@@H]1CC[C@H](CC1)C(N(C[C@@H]1CC[C@H](CC1)C1=CC(=C(C=C1)OC)C)C1=NC=CC(=C1)C=1C=NN(C1)C(C)C)=O 2-((trans-4-((4-(1-Isopropyl-1H-pyrazol-4-yl)pyridin-2-yl)((trans-4-(4-methoxy-3-methylphenyl)cyclohexyl)methyl)carbamoyl)-cyclohexyl)amino)-2-oxoethyl acetate